N-[(3S,4S)-1-ethyl-3-fluoro-4-piperidyl]-6-{3-[4-(N-methylcarbamoyl)-2-anisidino]-1-propynyl}-1-(2,2,2-trifluoroethyl)-1H-benzo[d]imidazole-4-carboxamide C(C)N1C[C@@H]([C@H](CC1)NC(=O)C1=CC(=CC=2N(C=NC21)CC(F)(F)F)C#CCNC=2C(OC)=CC=C(C2)C(NC)=O)F